(R)-2-[[5-(ethylsulfonimidoyl)-2-methyl-6-[3-methyl-6-(trifluoromethyl)imidazo[4,5-c]pyridin-2-yl]-3-pyridyl]oxy]-2-methyl-propanenitrile C(C)[S@](=O)(=N)C=1C=C(C(=NC1C1=NC2=C(C=NC(=C2)C(F)(F)F)N1C)C)OC(C#N)(C)C